(S)-N-(6-(5-ethylisoxazol-3-yl)-2,3-dihydrobenzofuran-3-yl)-2-methylisonicotinamide C(C)C1=CC(=NO1)C1=CC2=C([C@@H](CO2)NC(C2=CC(=NC=C2)C)=O)C=C1